FC(S(=O)(=O)[O-])(F)F.C(C)(C)(C)OC1=CC=C(C=C1)[S+](C1=CC=C(C=C1)OC(C)(C)C)C1=CC=C(C=C1)OC(C)(C)C tris(p-tert-butoxyphenyl)sulfonium trifluoromethanesulfonate